1-((1-(hydroxymethyl)cyclopropyl)methyl)-N-((5-phenyl-1,3,4-thiadiazol-2-yl)methyl)-1H-1,2,3-triazole-4-carboxamide OCC1(CC1)CN1N=NC(=C1)C(=O)NCC=1SC(=NN1)C1=CC=CC=C1